C12C(C(CCC1)CC[Si](OCC)(OCC)C)O2 3-epoxycyclohexylethyl-methyldiethoxysilane